C(C(=O)[O-])(=O)[O-].[Pu+4].C(C(=O)[O-])(=O)[O-] plutonium oxalate